diphenylFormaldehyde C1(=CC=CC=C1)C(=O)C1=CC=CC=C1